N-((1r,3r)-3-((5-(1-(2-fluoroethyl)-1H-benzo[d][1,2,3]triazol-6-yl)-4-methoxypyrrolo[2,1-f][1,2,4]triazin-2-yl)amino)-1-methylcyclobutyl)acetamide FCCN1N=NC2=C1C=C(C=C2)C=2C=CN1N=C(N=C(C12)OC)NC1CC(C1)(C)NC(C)=O